O[C@@H](CN1C=NC2=C(C1=O)C=C(N=C2C=2C=NN(C2)C)C2=NC=C(C=C2)C(F)(F)F)C (R)-3-(2-hydroxypropyl)-8-(1-methyl-1H-pyrazol-4-yl)-6-(5-(trifluoromethyl)pyridin-2-yl)pyrido[3,4-d]pyrimidin-4(3H)-one